N-(2-(4-(furan-3-yl)-1H-pyrazol-1-yl)ethyl)-2-(2-oxobenzo[d]oxazol-3(2H)-yl)acetamide O1C=C(C=C1)C=1C=NN(C1)CCNC(CN1C(OC2=C1C=CC=C2)=O)=O